F[C@@H]1C2=C([C@H]3CCCC(N3C1)=O)NC1=CC=C(C(=C12)F)F (7R,12bR)-7,8,9-trifluoro-1H,2H,3H,4H,6H,7H,12bH-indolo[2,3-a]quinolizin-4-one